5-bromo-1,2-difluoro-3-(methoxy-d2)benzene BrC=1C=C(C(=C(C1)F)F)OC([2H])[2H]